FC(C1=NC2=C(N1)C=CC=1C(C=COC12)=O)(F)F 2-(trifluoromethyl)chromeno[7,8-d]imidazol-6(3H)-one